The molecule is the peracid of ureidoacrylic acid where the acidic -OH group has been replaced by an -OOH group. It is a peroxy acid and a member of ureas. It derives from an acrylic acid. C(=C\\NC(=O)N)\\C(=O)OO